ClC=1C=C2C(=CC1)NC(C21CCN(CC1)C(C([2H])([2H])OC=1C=NC=2N(C(CCC2C1)=O)C1CC(C1)(C([2H])([2H])[2H])O)([2H])[2H])=O 5-chloro-1'-[2-({8-[3-hydroxy-3-(2H3)methylcyclobutyl]-7-oxo-5,6,7,8-tetrahydro-1,8-naphthyridin-3-yl}oxy)(1,1,2,2-2H4)ethyl]-1,2-dihydrospiro[indole-3,4'-piperidin]-2-one